C(C=C)OC1=CC=C(C=C1)OCC 1-allyloxy-4-ethoxy-benzene